Heptadecan-9-yl (Z)-8-((3-((1-(dimethylamino)-2-nitrovinyl)amino)propyl)(8-(nonyloxy)-8-oxooctyl)amino)octanoate CN(\C(=C/[N+](=O)[O-])\NCCCN(CCCCCCCC(=O)OC(CCCCCCCC)CCCCCCCC)CCCCCCCC(=O)OCCCCCCCCC)C